2,4-diazidomethylbenzene N(=[N+]=[N-])CC1=CC=CC(=C1)CN=[N+]=[N-]